NCC1CCC(CC1)N1C2=NC(=NC=C2N=C1NC1=CC(=CC=C1)C(F)(F)F)NC1(CCOCC1)C 9-((1S,4S)-4-(aminomethyl)cyclohexyl)-N2-(4-methyltetrahydro-2H-pyran-4-yl)-N8-(3-(trifluoromethyl)phenyl)-9H-purine-2,8-diamine